1-[(6S)-2-(4-fluorophenyl)-6-methyl-3-(3-methyl-1H-pyrrolo[2,3-b]pyridin-4-yl)-6,7-dihydropyrazolo[1,5-a]pyrazin-5(4H)-yl]prop-2-en-1-one FC1=CC=C(C=C1)C1=NN2C(CN([C@H](C2)C)C(C=C)=O)=C1C1=C2C(=NC=C1)NC=C2C